3-amino-6-(3-methylimidazo[1,2-a]pyridin-6-yl)-5-(oxazol-2-yl)-N-(oxetan-2-ylmethyl)pyrazine-2-carboxamide NC=1C(=NC(=C(N1)C=1OC=CN1)C=1C=CC=2N(C1)C(=CN2)C)C(=O)NCC2OCC2